Dodecyldimethyl(2-phenoxyethyl)azanium C(CCCCCCCCCCC)[N+](CCOC1=CC=CC=C1)(C)C